FC=1C=CC=C2C=C(C=NC12)C(=O)N[C@](CC(C)C)(C)CC1=CC(=CC=C1)F 8-fluoro-N-[(1S)-1-[(3-fluoro-phenyl)methyl]-1,3-dimethyl-butyl]quinoline-3-carboxamide